C(C=C)(=O)N1CCN(CC1)[C@H](CC1CC1)C1=CC=C(C=C1)[C@H](C)NC=1N=CC2=C(N1)N(C(C=C2)=O)C(C)C 2-{[(1S)-1-{4-[(1R)-1-(4-acryloylpiperazin-1-yl)-2-cyclopropylethyl]phenyl}ethyl]amino}-8-(propan-2-yl)pyrido[2,3-d]pyrimidin-7(8H)-one